2-[(2-methoxyphenyl)amino]-8-methyl-5-[2-(triisopropylsilyl)ethynyl]pyrido[2,3-d]pyrimidin-7-one COC1=C(C=CC=C1)NC=1N=CC2=C(N1)N(C(C=C2C#C[Si](C(C)C)(C(C)C)C(C)C)=O)C